BrCCCCCCCCCCCOC1OCCOC1 2-(11-bromoundecyloxy)dioxane